[NH4+].N1N=NC2=C1C=CC=C2 benzotriazole ammonium salt